N1C=NC=2C(=NC=CC21)N 1H-imidazo[4,5-c]pyridin-4-amin